S1(NC=CC=C1)=O thiazinon